O1C(OCC1)C=1C=C(C=CC1OCC1=CC=C(C=C1)OC)CC=O 2-(3-(1,3-dioxolan-2-yl)-4-((4-methoxybenzyl)oxy)phenyl)acetaldehyde